C(C)(=O)N[C@@H]1[C@H](CC(C(O)=O)(O)O[C@H]1[C@H](O)[C@H](O)CO)OC(C)=O N-Acetyl-4-O-acetylneuraminic acid